1-(4-(2-(4-carboxy-4-methylpentyl)phenyl)butyl)cyclopropane C(=O)(O)C(CCCC1=C(C=CC=C1)CCCCC1CC1)(C)C